C(#N)C1=C(C=C(C=C1C(F)(F)F)NC1CCC(CC1)NC(=O)C=1C=NN(C1)CC(F)(F)F)C N-[(1s,4s)-4-{[4-cyano-3-methyl-5-(trifluoromethyl)phenyl]amino}cyclohexyl]-1-(2,2,2-trifluoroethyl)-1H-pyrazole-4-carboxamide